COC=1C=C2CCN(CC2=CC1NC1=NC=C2N=CN(C2=N1)C1=CC=CC=C1)C 6-methoxy-2-methyl-N-(9-phenyl-9H-purin-2-yl)-1,2,3,4-tetrahydroisoquinolin-7-amine